(1R,3aS,3bS,7S,9aR,9bS,11aR)-9a,11a-Dimethyl-1-[(2R)-6-methylheptan-2-yl]-2,3,3a,3b,4,6,7,8,9,9a,9b,10,11,11a-tetradecahydro-1H-cyclopenta[a]phenanthren-7-ol C[C@]12[C@H]3CC[C@]4([C@H]([C@@H]3CC=C2C[C@H](CC1)O)CC[C@@H]4[C@H](C)CCCC(C)C)C